3-[5-amino-6-(3-fluoro-2-trifluoromethyl-benzyloxy)-pyrazin-2-yl]-N-{2-[ethyl-(2-methoxy-ethyl)-amino]-ethyl}-benzamide NC=1N=CC(=NC1OCC1=C(C(=CC=C1)F)C(F)(F)F)C=1C=C(C(=O)NCCN(CCOC)CC)C=CC1